BrCC1=CC=C(C=C1)S(F)(F)(F)(F)F (4-(bromomethyl)phenyl)pentafluoro-Lambda6-Sulfane